chloro-1-methyl-3-pyrimidin-5-yl-pyrrolo[2,3-b]pyridine ClC1=C(C=2C(=NC=CC2)N1C)C=1C=NC=NC1